C(C1CO1)OC(COC1=CC=C(C=C1)CC1=CC=C(C=C1)OCC(C)OCC1CO1)C bis[4-(2-glycidoxypropyloxy)phenyl]methane